1-(4-chloro-5-(((6-(piperidin-4-yl)pyridine-2-yl)oxy)methyl)thiophen-2-yl)ethan-1-one ClC=1C=C(SC1COC1=NC(=CC=C1)C1CCNCC1)C(C)=O